5-((2,5-dichloropyrimidin-4-yl)amino)-7-(3-((3r,5s)-4,4-difluoro-5-methylpiperidin-3-yl)propoxy)-1-methyl-1,3-dihydro-2H-benzo[d]imidazol-2-one ClC1=NC=C(C(=N1)NC1=CC2=C(N(C(N2)=O)C)C(=C1)OCCC[C@@H]1CNC[C@@H](C1(F)F)C)Cl